CN(C)CC=1C=C(C=C(C1)OCCCCCCCCCCCCCCCCCC(=O)[O-])OCCCCCCCCCCCCCCCCCC(=O)[O-] ((5-((dimethylamino)methyl)-1,3-phenylene)bis(oxy))bis(hexane-6,1-diyl)didodecanoate